C(C)(=O)N1CCN(CC1)C1=C(C=C(C=C1)NC1=NC(=NC=C1F)NC=1C=C(C=CC1)NC(CC)=O)F N-(3-((4-((4-(4-acetylpiperazin-1-yl)-3-fluorophenyl)amino)-5-fluoropyrimidin-2-yl)amino)phenyl)propanamide